N-(2-amino-2-oxo-1-(thiophen-2-yl)ethyl)-N-(5-chloro-4-(cyclopropylmethoxy)-2-fluorophenyl)propiolamide NC(C(C=1SC=CC1)N(C(C#C)=O)C1=C(C=C(C(=C1)Cl)OCC1CC1)F)=O